COC(=O)C1N(CC2=CC=C(C(=C2C1)OCC1=CC=C(C=C1)OC)OC)C=1OC2=C(N1)C=CC(=C2)C#N 2-(6-Cyanobenzo[d]oxazol-2-yl)-6-methoxy-5-((4-methoxybenzyl)oxy)-1,2,3,4-tetrahydroisoquinoline-3-carboxylic acid methyl ester